C(C=C)(=O)OCCC[Si](OCC)(OCC)OCC 3-acryloyloxypropyl(triethoxy)silane